(2S,4R)-N-((4-carbamimidoylthiophen-2-yl)methyl)-4-(4-fluorophenyl)-1-((4-phenoxybutanoyl)glycyl)pyrrolidine-2-carboxamide C(N)(=N)C=1C=C(SC1)CNC(=O)[C@H]1N(C[C@H](C1)C1=CC=C(C=C1)F)C(CNC(CCCOC1=CC=CC=C1)=O)=O